C1(=CC=CC=C1)[S+](C=1C=CC=2N(C3=CC=CC=C3C2C1)CC)C1=CC=CC=C1 diphenyl-(9-ethyl-9H-carbazol-3-yl)sulfonium